6-(4-methyl-3-oxopiperazin-1-yl)phthalazin-1(2H)-one CN1C(CN(CC1)C=1C=C2C=NNC(C2=CC1)=O)=O